NC(C=1C=C(C=CC1)C[C@H](C(=O)OC(C)(C)C)[C@@H]1CN(CC1)C(=O)OC(C)(C)C)([2H])[2H] tert-butyl (R)-3-((S)-3-(3-(aminomethyl-d2)phenyl)-1-(tert-butoxy)-1-oxopropan-2-yl)pyrrolidine-1-carboxylate